2,N3-bis(4-fluorophenyl)-6-nitroquinoxaline-2,3-diamine FC1=CC=C(C=C1)C1(NC2=CC=C(C=C2N=C1NC1=CC=C(C=C1)F)[N+](=O)[O-])N